3-chloro-5-(3,5-difluorophenyl)-4H-benzo[e][1,2,4]thiadiazine 1,1-dioxide ClC1=NS(C2=C(N1)C(=CC=C2)C2=CC(=CC(=C2)F)F)(=O)=O